(2S)-1-[8-fluoro-2-(methylsulfanyl)-7-(trimethylstannyl)pyrido[4,3-d]pyrimidin-5-yl]-2-methylazetidine FC1=C(N=C(C2=C1N=C(N=C2)SC)N2[C@H](CC2)C)[Sn](C)(C)C